C(C)S(=O)(=O)C1=CC(=C(C=C1)NCC#CC=1N(C=2C=CC=C(C2C1)NC1CCC(CC1)N1CC2(C1)CCOCC2)CC(F)(F)F)OC 2-(3-{[4-(ethane-sulfonyl)-2-methoxy-phenyl]amino}prop-1-yn-1-yl)-N-[(1S,4S)-4-{7-oxa-2-azaspiro[3.5]nonan-2-yl}cyclohexyl]-1-(2,2,2-trifluoro-ethyl)-1H-indol-4-amine